cetylurea C(CCCCCCCCCCCCCCC)NC(=O)N